2-(4-methylpiperidin-4-yl)-1,3-benzoxazole CC1(CCNCC1)C=1OC2=C(N1)C=CC=C2